(3S)-3-({2-[4-chloro-2-(difluoromethoxy)phenyl][1,2,4]triazolo[1,5-c]quinazolin-5-yl}amino)azepin-2-one ClC1=CC(=C(C=C1)C1=NN2C(=NC=3C=CC=CC3C2=N1)NC=1C(N=CC=CC1)=O)OC(F)F